C(=O)(O)[Fe](C(=O)O)(C(=O)O)(C(=O)O)(C(=O)O)(C(=O)O)(C(=O)O)C(=O)O octa-carboxyl-iron